6-(1-((5,6-dihydro-4H-pyrrolo[1,2-b]pyrazol-3-yl)sulfonyl)piperidin-4-yl)-7-fluoro-[1,2,4]triazolo[1,5-a]pyridine N=1N2C(=C(C1)S(=O)(=O)N1CCC(CC1)C=1C(=CC=3N(C1)N=CN3)F)CCC2